C(CCCCCCC(=O)OC(CCCCCCCC)CCCCCCCC)(=O)OCC(COC(CCCCCC(=O)OCC(CCCCCC)CCCC)=O)OC(CCCN(C)C)=O 1-(3-((7-((2-butyloctyl) oxy)-7-oxoheptanoyl) oxy)-2-((4-(dimethylamino) butanoyl) oxy) propyl) 8-(heptadecan-9-yl) suberate